O1C=C(C=C1)C=1C=CC2=C(C3NC(N(C(O2)(C3)C)C3=CC(=CC=C3)C(=O)N3CC2=CC=CC(=C2CC3)C(F)(F)F)=O)C1 8-(furan-3-yl)-2-methyl-3-(3-(5-(trifluoromethyl)-1,2,3,4-tetrahydroisoquinoline-2-carbonyl)phenyl)-5,6-dihydro-2H-2,6-methanobenzo[g][1,3,5]oxadiazocin-4(3H)-one